C(C)(=O)OC([C@@H](OC)[C@@H](OC)[C@H](OC(C)=O)[C@H](OC(C)=O)COC)[2H] 1,4,5-Tri-O-acetyl-1-deuterio-2,3,6-Tri-O-methyl-D-mannitol